1-[2-methyl-5-nitro-3-(trifluoromethyl)phenyl]ethanone CC1=C(C=C(C=C1C(F)(F)F)[N+](=O)[O-])C(C)=O